OC1=C(C=C(C=C1)C=1C=C(C=CC1)C1=NC(=CC(=N1)C1=CC=CC=C1)C1=CC=CC=C1)C1=NC=CC=C1 3-(4-hydroxy-3-pyridin-2-ylphenyl)phenyl-4,6-diphenylpyrimidine